C1CCC12CCN(CC2)CC(=O)NC=2C=C(C(=NC2)C)NC(=O)C2=NN=C1N2C=CC(=C1)C1CCOCC1 N-(5-(2-(7-azaspiro[3.5]nonan-7-yl)acetamido)-2-methylpyridin-3-yl)-7-(tetrahydro-2H-pyran-4-yl)-[1,2,4]triazolo[4,3-a]pyridine-3-carboxamide